ClC1=CC=C2C(=C(N(C2=C1Cl)C)C1=NN=C(N1)C(F)(F)F)N1C=NC=C1 6,7-dichloro-3-(1H-imidazol-1-yl)-1-methyl-2-(5-(trifluoromethyl)-4H-1,2,4-triazol-3-yl)-1H-indole